(R)-1-(5-chloro-3-fluoro-pyridin-2-yl)-3-(3-hydroxybicyclo[1.1.1]-pentan-1-yl)-4-(4-methylbenzyl)piperazine-2,5-dione ClC=1C=C(C(=NC1)N1C([C@H](N(C(C1)=O)CC1=CC=C(C=C1)C)C12CC(C1)(C2)O)=O)F